C(C)OC(C(CC1=CC(=CC=C1)OC)C1CCN(CC1)C(=O)OC(C)(C)C)=O tert-butyl 4-[2-ethoxy-1-[(3-methoxyphenyl)methyl]-2-oxo-ethyl]piperidine-1-carboxylate